7-bromo-N,N-bis(2,4-dimethoxybenzyl)-4-methoxybenzo[d]oxazol-2-amine BrC1=CC=C(C=2N=C(OC21)N(CC2=C(C=C(C=C2)OC)OC)CC2=C(C=C(C=C2)OC)OC)OC